ClC=1C(=NC=C(C1)F)OC=1C=CC(=NC1)NC(C(C)N1C[C@@H](C(CC1)(F)F)C1=CNC(C=C1)=O)=O N-(5-((3-chloro-5-fluoropyridin-2-yl)oxy)pyridin-2-yl)-2-((S)-4,4-difluoro-3-(6-oxo-1,6-dihydropyridin-3-yl)piperidin-1-yl)propanamide